C1(CC1)C1=C(C(=NO1)C1=C(C=CC=C1)C(F)(F)F)C1=CC2(C1)CCN(CC2)C=2C(=NC1=CC=CC=C1C2OC(F)F)C(=O)O (2-(5-cyclopropyl-3-(2-(trifluoromethyl)phenyl)isoxazol-4-yl)-7-azaspiro[3.5]non-1-en-7-yl)-4-(difluoromethoxy)quinoline-2-carboxylic acid